ClC1=C(C=CC=C1)S(=O)(=O)NC=1N=NC(=CC1)C=1C=C2C=NC(=NC2=C(C1)CC)NC1CCC(CC1)NC 2-chloro-N-(6-(8-ethyl-2-(((1r,4r)-4-(methylamino)cyclohexyl)amino)quinazolin-6-yl)pyridazin-3-yl)benzene-sulfonamide